4-[(5-ethyl-2-pyridyl)amino]-N-[(4-methoxyphenyl)methyl]-N-methyl-3-(1-methylimidazol-4-yl)benzenesulfonamide C(C)C=1C=CC(=NC1)NC1=C(C=C(C=C1)S(=O)(=O)N(C)CC1=CC=C(C=C1)OC)C=1N=CN(C1)C